4-[(3-chloro-4-fluoro-phenyl)amino]-6-(trans-4-{N-[(morpholin-4-yl)carbonyl]-N-methyl-amino}-cyclohex-1-yloxy)-7-methoxy-quinazoline ClC=1C=C(C=CC1F)NC1=NC=NC2=CC(=C(C=C12)O[C@@H]1CC[C@H](CC1)N(C)C(=O)N1CCOCC1)OC